S1C(=NC2=C1C=CC=C2)C2=CC=C(C=C2)C=CC(C=CC2=C(C1=CC=CC=C1C=C2)Br)=O 1-(4-(2-benzothiazolyl)phenyl)-5-(1-bromo-2-naphthyl)-1,4-pentadien-3-one